NC1=C(C=C(C(=O)N)C=C1)OCCCO[Si](C)(C)C(C)(C)C 4-amino-3-(3-((tert-butyldimethylsilyl)oxy)propoxy)benzamide